BrC=1C(=NC(=CC1)Br)C=N[S@@](=O)C(C)(C)C (S)-N-((3,6-dibromopyridin-2-yl)methylene)-2-methylpropane-2-sulfinamide